4-methoxyphenyl 2-amino-3,6-di-O-benzyl-2-deoxy-beta-D-glucopyranoside N[C@H]1[C@H](OC2=CC=C(C=C2)OC)O[C@@H]([C@H]([C@@H]1OCC1=CC=CC=C1)O)COCC1=CC=CC=C1